1-methyl-3-((1r,4r)-4-(methyl(7H-pyrrolo[2,3-d]pyrimidin-4-yl)amino)cyclohexyl)urea CNC(=O)NC1CCC(CC1)N(C=1C2=C(N=CN1)NC=C2)C